OC1=C(C(=CC(=C1)C)C)C1=CC=C(N=N1)N1[C@H]2[C@H](OCC1)CN(C2)C(=O)OC(C)(C)C |r| tert-butyl rac-(4aR,7aR)-4-[6-(2-hydroxy-4,6-dimethyl-phenyl)pyridazin-3-yl]-2,3,4a,5,7,7a-hexahydropyrrolo[3,4-b][1,4]oxazine-6-carboxylate